[Si](C)(C)(C(C)(C)C)OC[C@H]1[C@@H]([C@@H]2[C@H](N1)CCC2)O (2S,3R,3aS,6aR)-2-(((tert-butyldimethylsilyl)oxy)methyl)octahydrocyclopenta[b]pyrrol-3-ol